tert-butyl (S,E)-(1-((1-((7-((2,4-difluorobenzyl)oxy)-1H-indol-2-yl)methyl)-2-oxo-1,2-dihydropyridin-3-yl)amino)-7-(dimethylamino)-1,7-dioxohept-5-en-2-yl)carbamate FC1=C(COC=2C=CC=C3C=C(NC23)CN2C(C(=CC=C2)NC([C@H](CC\C=C\C(=O)N(C)C)NC(OC(C)(C)C)=O)=O)=O)C=CC(=C1)F